N-(2-(1H-imidazol-1-yl)-4-(trifluoromethyl)phenyl)-2-(4-((1-(2-(2,6-dioxopiperidin-3-yl)-1,3-dioxoisoindolin-5-yl)azetidin-3-yl)ethynyl)-1H-pyrazol-1-yl)-2-methylpropanamide N1(C=NC=C1)C1=C(C=CC(=C1)C(F)(F)F)NC(C(C)(C)N1N=CC(=C1)C#CC1CN(C1)C=1C=C2C(N(C(C2=CC1)=O)C1C(NC(CC1)=O)=O)=O)=O